N1(N=CC=C1)C1CCN(CC1)CC1=C(C=C(CNC2=C3C(N(C(C3=CC=C2)=O)C2C(NC(CC2)=O)=O)=O)C=C1)C 4-(4-((4-(1H-pyrazol-1-yl)piperidin-1-yl)methyl)-3-methylbenzylamino)-2-(2,6-dioxopiperidin-3-yl)isoindoline-1,3-dione